1-(3-chloroquinoxalin-2-yl)-N-methyl-pyrrolidin-3-amine ClC=1C(=NC2=CC=CC=C2N1)N1CC(CC1)NC